(R)-6-(2,3-dichloro-6-hydroxyphenyl)-3-((S)-pyrrolidin-3-yl)-3,5,6,7-tetrahydro-4H-cyclopenta[d]pyrimidin-4-one ClC1=C(C(=CC=C1Cl)O)[C@@H]1CC2=C(N=CN(C2=O)[C@@H]2CNCC2)C1